O(C1=CC=CC=C1)COCOC1=CC=CC=C1 Phenoxymethyl Ether